NC1=NC=C(C2=C1C(=NN2C(C)C)C2=CC(=C(C=C2F)NS(=O)(=O)CC2=C(C=CC=C2)F)F)C2CCC(CC2)NC2COC2 N-(4-(4-amino-1-isopropyl-7-((1r,4r)-4-(oxetan-3-ylamino)cyclohexyl)-1H-pyrazolo[4,3-c]pyridin-3-yl)-2,5-difluorophenyl)-1-(2-fluorophenyl)methanesulfonamide